cyanovinyl-pyrrolidone C(#N)C=CN1C(CCC1)=O